F[C@@H]1CN(CC[C@@H]1OC)C1=NC=CC(=N1)NC=1N=CC2=C(C=CC(=C2C1)C(C)C)N1CC(C1)CS(=O)(=O)C N-{2-[(3R,4S)-3-fluoro-4-methoxy-piperidin-1-yl]pyrimidin-4-yl}-8-[3-(methane-sulfonylmethyl)azetidin-1-yl]-5-(propan-2-yl)isoquinolin-3-amine